C(=O)(OC(C)(C)C)[N+]1=CC=C(C)C2=CC=CC=C12 N-Boc-lepidinium